[C@H]1(CCC2=CC=CC=C12)NC=1C(N([C@@H](C1)C1=CC(=CC=C1)I)C1=CC=C(C=C1)C(F)(F)F)=O (S)-3-(((R)-2,3-Dihydro-1H-Inden-1-Yl)Amino)-5-(3-Iodophenyl)-1-(4-(Trifluoromethyl)Phenyl)-1,5-Dihydro-2H-Pyrrol-2-One